(2R)-1'-(4-(1H-pyrazol-4-yl)phenyl)-4'-(hydroxymethyl)spiro[indoline-2,3'-pyrrolidin]-2'-one N1N=CC(=C1)C1=CC=C(C=C1)N1C([C@@]2(C(C1)CO)NC1=CC=CC=C1C2)=O